C(N)(=O)C1=CC=CC=2NC(=NC21)C2=CC(=C(C=C2)NC=2N=CC1=C(N2)N(C(=C1)C(=O)N(C)C)C1CCCC1)Cl 2-((4-(4-carbamoyl-1H-benzo[d]imidazol-2-yl)-2-chlorophenyl)amino)-7-cyclopentyl-N,N-dimethyl-7H-pyrrolo[2,3-d]pyrimidine-6-carboxamide